(R)-4-methoxy-N-(1-(2-thienyl)allyl)aniline 3-ethylbenzothiazoline-6-sulfonate C(C)N1CSC2=C1C=CC(=C2)S(=O)(=O)O.COC2=CC=C(N[C@H](C=C)C=1SC=CC1)C=C2